N-(3-ethynylphenyl)-6,7-bis(2-methoxyethoxy)quinazoline-4-Amine C(#C)C=1C=C(C=CC1)NC1=NC=NC2=CC(=C(C=C12)OCCOC)OCCOC